FC(C1=NC=CC(=C1)C12CC(C1)(C2)C(=O)O)(F)F 3-(2-(trifluoromethyl)pyridin-4-yl)bicyclo[1.1.1]pentane-1-carboxylic acid